BrC1=C(C=CC=C1)C1N(CC(CC1)I)CC1=CC=C(C=C1)OC 2-(2-bromophenyl)-5-iodo-1-(4-methoxybenzyl)piperidine